C(C)C=1C=C(CC2CC3(CN(C3)C(=O)C3CC(C3)(C)O)C2)C=CC1 (6-(3-ethylbenzyl)-2-azaspiro[3.3]hept-2-yl)((1s,3s)-3-hydroxy-3-methylcyclobutyl)methanone